[3-[[(4Z)-4-(1,3-Benzothiazol-6-ylmethylene)-5-oxo-1H-imidazol-2-yl] amino]-1-adamantyl] N-tert-butylcarbamate C(C)(C)(C)NC(OC12CC3(CC(CC(C1)C3)C2)NC=2NC(/C(/N2)=C/C2=CC3=C(N=CS3)C=C2)=O)=O